4-((1-(3-(Difluoromethyl)-2-methylphenyl)ethyl)amino)-2-methylquinazoline FC(C=1C(=C(C=CC1)C(C)NC1=NC(=NC2=CC=CC=C12)C)C)F